C(C)[C@H]1NC(N(C1=O)C=1C=NC(=NC1)OC1=C(C=C(C#N)C=C1)C)=O 4-({5-[(4R)-4-ethyl-2,5-dioxo-1-imidazolidinyl]-2-pyrimidinyl}oxy)-3-methylbenzonitrile